(S)-(1-(4-((4-fluorophenyl)carbamoyl)-3-nitrophenyl)piperidin-3-yl)carbamic acid tert-butyl ester C(C)(C)(C)OC(N[C@@H]1CN(CCC1)C1=CC(=C(C=C1)C(NC1=CC=C(C=C1)F)=O)[N+](=O)[O-])=O